N[C@@H](CC1CNC(C=2C=C3C(=NC12)N(C(=N3)C=3N(C1=C(C=CC=C1C3)OC[C@H]3CNC(C3)=O)CC3CC3)C)=O)CF ((S)-2-amino-3-fluoropropyl)-2-(1-(cyclopropylmethyl)-7-(((R)-5-oxopyrrolidin-3-yl)methoxy)-1H-indol-2-yl)-3-methyl-3,5,6,7-tetrahydro-8H-imidazo[4,5-b][1,6]naphthyridin-8-one